6-N-[(1-aminocyclopropyl)methyl]-1-methyl-4-N-(4-propan-2-yloxyphenyl)pyrazolo[3,4-d]pyrimidine-4,6-diamine NC1(CC1)CNC1=NC(=C2C(=N1)N(N=C2)C)NC2=CC=C(C=C2)OC(C)C